N=1C=NN2C1C=C(C=C2)OC2=C(C=C(C=C2)NC2=NC=NC1=CC=3OC[C@@H]4N(C3N=C12)CCNC4)C (R)-N-(4-([1,2,4]triazolo[1,5-a]pyridin-7-yloxy)-3-methylphenyl)-1,2,3,4,4a,5-hexahydropyrazino[1,2-d]pyrimido[4',5':5,6]pyrido[3,2-b][1,4]oxazin-11-amine